C(C)(C)(C)OC(=O)N1C(CC(C1)F)COC1=CC(=C(C=C1)C)C(NC1(CC1)C1=CC=CC2=CC=CC=C12)=O tert-Butyl-4-fluoro-2-((4-methyl-3-((1-(naphthalen-1-yl)cyclopropyl) carbamoyl)phenoxy)methyl)pyrrolidine-1-carboxylate